(S)-3-((2-((2-methylpyrrolidin-1-yl)methyl)-1H-benzo[d]imidazol-5-yl)carbamoyl)benzoic acid C[C@@H]1N(CCC1)CC1=NC2=C(N1)C=CC(=C2)NC(=O)C=2C=C(C(=O)O)C=CC2